(3S,4S)-8-(5-[(3,8-dichloroimidazo[1,2-a]pyridin-7-yl)thio]pyrazin-2-yl)-3-methyl-2-oxa-8-azaspiro[4.5]decane-4-amine ClC1=CN=C2N1C=CC(=C2Cl)SC=2N=CC(=NC2)N2CCC1([C@@H]([C@@H](OC1)C)N)CC2